4-{(S)-2-(4-Cyclohexylthiazol-2-yl)-2-[(S)-2-(methoxycarbonylamino)-3-phenyl-propanamido]ethyl}phenylsulfamic acid C1(CCCCC1)C=1N=C(SC1)[C@H](CC1=CC=C(C=C1)NS(O)(=O)=O)NC([C@H](CC1=CC=CC=C1)NC(=O)OC)=O